phenyl (3,5-difluoro-4-{[3-(trifluoromethyl)-1-{[2-(trimethylsilyl)ethoxy]methyl}-1H-pyrrolo[2,3-b]pyridin-4-yl]oxy}phenyl)carbamate FC=1C=C(C=C(C1OC1=C2C(=NC=C1)N(C=C2C(F)(F)F)COCC[Si](C)(C)C)F)NC(OC2=CC=CC=C2)=O